4,5',6'-trimethyl-N-(4-methylthiazol-2-yl)-[3,4'-bipyridine]-2'-carboxamide CC1=C(C=NC=C1)C1=CC(=NC(=C1C)C)C(=O)NC=1SC=C(N1)C